C(C)(C)OC=1C=CC(=NC1)C(NC(N(C1=NC=CC=C1C)C(C)C)=S)=N 5-isopropoxy-N-(isopropyl(3-methylpyridin-2-yl)carbamothioyl)picolinimidamide